N[C@@H](C(=O)O[C@@H]1[C@H](O[C@]([C@@H]1O)(C1=CC=C2C(=NC=NN21)NC(C(CC)CC)=O)C#N)COC(CC2CCC2)=O)C(C)(C)C (2R,3S,4R,5R)-5-cyano-2-((2-cyclobutylacetoxy)methyl)-5-(4-(2-ethylbutanamido)pyrrolo[2,1-f][1,2,4]triazin-7-yl)-4-hydroxytetrahydrofuran-3-yl (R)-2-amino-3,3-dimethylbutanoate